6-chloro-3-(((1R)-1-(2-cyano-3-(3-methoxypyrrolidin-1-yl)-7-methylquinoxalin-5-yl)ethyl)amino)picolinic acid ClC1=CC=C(C(=N1)C(=O)O)N[C@H](C)C1=C2N=C(C(=NC2=CC(=C1)C)C#N)N1CC(CC1)OC